FC(C(=O)N(C)C)(F)F trifluoroacetyl-bisMethylamine